7-bromo-2,2-dimethyl-1,4-dihydropyrido[2,3-b]pyrazin-3(2H)-one BrC1=CC2=C(NC(C(N2)(C)C)=O)N=C1